OC/C(=C/CCC(C)=O)/CC\C=C(\CCC=C(C)C)/C (5E-9E)-6-(hydroxymethyl)-10,14-dimethylpentadeca-5,9,13-trien-2-one